(1R,3R)-3-((1-chloropyrido[3,4-d]pyridazin-4-yl)amino)cyclopentan-1-ol ClC1=C2C(=C(N=N1)N[C@H]1C[C@@H](CC1)O)C=NC=C2